FC(C1CC(CC(C1)=O)=O)(F)F 5-(trifluoromethyl)cyclohexane-1,3-dione